ClC=1C=C2C(=NC1)N(N=C2C=2N=CC1=C(N2)N(C=C1F)[C@@H]1[C@H](C2CCC1CC2)C#N)C(C2=CC=CC=C2)(C2=CC=CC=C2)C2=CC=CC=C2 (2S,3S)-3-(2-(5-chloro-1-(triphenylmethyl)-1H-pyrazolo[3,4-b]pyridin-3-yl)-5-fluoro-7H-pyrrolo[2,3-d]pyrimidin-7-yl)bicyclo[2.2.2]octane-2-carbonitrile